2-methoxy-5-((5,6,7-trimethoxychroman-3-yl)methyl)phenyl (tert-butoxycarbonyl)-L-phenylalaninate C(C)(C)(C)OC(=O)N[C@@H](CC1=CC=CC=C1)C(=O)OC1=C(C=CC(=C1)CC1COC2=CC(=C(C(=C2C1)OC)OC)OC)OC